7-chloro-2-((5-methoxy-7-methyl-1H-indol-4-yl)-methyl)-2H-indazole-6-carbonitrile ClC1=C(C=CC2=CN(N=C12)CC1=C2C=CNC2=C(C=C1OC)C)C#N